2-(5,6-dichloro-1H-indol-3-yl)propan-1-amine ClC=1C=C2C(=CNC2=CC1Cl)C(CN)C